C(C)(C)(C)OC(N[C@H]1C(N(CC1)C)=O)=O N-[(3R)-1-methyl-2-oxo-pyrrolidin-3-yl]carbamic acid tert-butyl ester